(3-{5-[(R)-(1,3-dimethyl-azetidin-3-yl)-hydroxy-(4-isopropyl-phenyl)-methyl]-pyridin-3-yl}-[1,2,4]Oxadiazol-5-yl)-piperidine-1-carboxylic acid tert-butyl ester C(C)(C)(C)OC(=O)N1C(CCCC1)C1=NC(=NO1)C=1C=NC=C(C1)[C@](C1=CC=C(C=C1)C(C)C)(O)C1(CN(C1)C)C